5-bromo-2,2-dimethyl-valeric acid BrCCCC(C(=O)O)(C)C